bis(n-butylcyclopentadienyl)hafnium dichloride [Cl-].[Cl-].C(CCC)C1(C=CC=C1)[Hf+2]C1(C=CC=C1)CCCC